CC1=NN(C(=C1)C)C=1C=C(C=CC1)[C@H](CC(=O)OC)CN1CC2(CN(C2)CC2=NC=3NCCCC3C=C2)CC1 methyl (S)-3-(3-(3,5-dimethyl-1H-pyrazol-1-yl)phenyl)-4-(2-((5,6,7,8-tetrahydro-1,8-naphthyridin-2-yl)methyl)-2,6-diazaspiro[3.4]octan-6-yl)butanoate